IC(C)CC(C(=O)[O-])(C)C.[I-].C(CCCCC)OC=1C(=NSN1)C1=CCC[N+](C1)(C(C)OC(C(C)(C)C)=O)C.C(CCCCC)OC=1C(=NSN1)C1=CCC[N+](C1)(C)C(C)OC(C(C)(C)C)=O 5-(4-(Hexyloxy)-1,2,5-thiadiazol-3-yl)-1-methyl-1-(1-(pivaloyloxy)ethyl)-1,2,3,6-tetrahydropyridin-1-ium iodide 1-Iodoethyl-pivalate